ClC1=C(C=CC(=C1)Cl)C1=C(C=2C=CC(=CC2CC1)C(=O)OC)C1=CC=C(C=C1)O[C@@H]1CN(CC1)C\C=C\C(=O)N(C)C Methyl (S,E)-6-(2,4-dichlorophenyl)-5-(4-((1-(4-(dimethylamino)-4-oxobut-2-en-1-yl)pyrrolidin-3-yl)oxy)phenyl)-7,8-dihydronaphthalene-2-carboxylate